BrC=1C(=NC(=NC1)Cl)NC=1C(=CC=CC1)N N1-(5-bromo-2-chloropyrimidin-4-yl)benzene-1,2-diamine